BrC=1C(=C2C(=NC1)N(C=C2)COCC[Si](C)(C)C)N2CC1(C2)C(NCC1)=O 2-(5-bromo-1-((2-(trimethylsilyl)ethoxy)methyl)-1H-pyrrolo[2,3-b]pyridin-4-yl)-2,6-diazaspiro[3.4]octan-5-one